NC=1N=C(C2=C(N1)C(=NN2CC2=NC=C(C(=O)O)C=C2OC)C)NCCCC 6-((5-amino-7-(butylamino)-3-methyl-1H-pyrazolo[4,3-d]pyrimidin-1-yl)methyl)-5-methoxynicotinic acid